4-bromo-N-[(2R)-2-hydroxypropyl]N-methylbenzamide BrC1=CC=C(C(=O)N(C)C[C@@H](C)O)C=C1